2-(2-(trifluoromethyl)phenyl)-5,6,7,8-tetrahydro-10H-oxazolo[5,4-D]pyrido[1,2-a]pyrimidin-10-one FC(C1=C(C=CC=C1)C=1OC=2N=C3N(C(C2N1)=O)CCCC3)(F)F